C(C1=CC=CC=C1)OC(=O)N1C(OC[C@H]1C(=O)O)(C)C (S)-3-((benzyloxy)carbonyl)-2,2-dimethyloxazolidine-4-carboxylic acid